CC1OC(CN(C1=O)C1=CC=CC(=N1)C1=NC2=CC(=NC=C2C=C1)CNC(C1=CN=C(C(=C1)S(=O)(=O)C)C)=O)C N-((2-(6-(2,6-dimethyl-3-oxomorpholino)pyridin-2-yl)-1,6-naphthyridin-7-yl)methyl)-6-methyl-5-(methylsulfonyl)nicotinamide